3-(4-(6-(1-(3-(1H-1,2,3-triazol-1-yl)propanoyl)-1,2,5,6-tetrahydropyridin-3-yl)-7-fluoro-4-(2-methoxyphenyl)-1H-indole-2-carbonyl)piperazin-1-yl)-4-methoxybenzonitrile N1(N=NC=C1)CCC(=O)N1CC(=CCC1)C1=CC(=C2C=C(NC2=C1F)C(=O)N1CCN(CC1)C=1C=C(C#N)C=CC1OC)C1=C(C=CC=C1)OC